NC=1C(=C(C=C2C=C(N=CC12)NC(OC1CC(C1)(C)C#N)=O)C1=C(C2=C(OCCN2)N=C1)C)F (1r,3r)-3-Cyano-3-methylcyclobutyl (8-amino-7-fluoro-6-(8-methyl-2,3-dihydro-1H-pyrido[2,3-b][1,4]oxazin-7-yl)isoquinolin-3-yl)carbamate